(2S,4R)-1-[(2S)-2-(4-cyclopropyltriazol-1-yl)-3,3-dimethyl-butanoyl]-N-[[3,5-dimethyl-1-(o-tolyl)pyrazol-4-yl]methyl]-4-hydroxy-pyrrolidine-2-carboxamide C1(CC1)C=1N=NN(C1)[C@H](C(=O)N1[C@@H](C[C@H](C1)O)C(=O)NCC=1C(=NN(C1C)C1=C(C=CC=C1)C)C)C(C)(C)C